ClC=1C(=CC2=CN(N=C2C1)C)\N=C\1/NC(N(C(N1CC1=C(C=C(C(=C1)F)F)F)=O)CC1=CN=NN1C(\C=C\C1=CC(=C(C=C1)C)C)=O)=O (E)-6-((6-chloro-2-methyl-2H-indazol-5-yl)imino)-3-((1-((E)-3-(3,4-dimethylphenyl)acryloyl)-1H-1,2,3-triazol-5-yl)methyl)-1-(2,4,5-trifluorobenzyl)-1,3,5-triazine-2,4-dione